C(C1=CC=CC=C1)N1CC=2C(N(C=3N(C2CC1)CCN3)CC3=C(C=C(C=C3)F)F)=O 7-benzyl-4-(2,4-difluorobenzyl)-2,4,6,7,8,9-hexahydroimidazo[1,2-a]pyrido[3,4-e]pyrimidin-5(1H)-one